FC1=C(C(=CC=C1)C(F)(F)F)N 2-fluoro-6-trifluoromethyl-phenylamine